[Br-].OCC[N+]1=CC=CC=C1 1-(2-hydroxyethyl)pyridinium bromide